C(C)[C@H]1CN(CCN1)C1=NC=C(C=N1)C(F)(F)F (S)-2-(3-ethylpiperazin-1-yl)-5-(trifluoromethyl)pyrimidine